sodium (1-pyrenyl)butylsulfonate C1(=CC=C2C=CC3=CC=CC4=CC=C1C2=C34)CCCCS(=O)(=O)[O-].[Na+]